OC[P+](C1=CC=CC=C1)(C1=CC=CC=C1)C1=CC=CC=C1 hydroxymethyl-triphenyl-phosphonium